((2S,4R)-4-amino-2-methylpyrrolidin-1-yl)(3,4-dichloro-5-fluoro-1H-indol-2-yl)methanone N[C@@H]1C[C@@H](N(C1)C(=O)C=1NC2=CC=C(C(=C2C1Cl)Cl)F)C